3-hydroxy-4-methylcyclobut-3-ene-1,2-dione OC=1C(C(C1C)=O)=O